2-(5-(3,5-dichlorophenyl)-5-(trifluoromethyl)-4,5-dihydroisoxazol-3-yl)-N-((R)-2-ethyl-3-oxoisoxazolidin-4-yl)-2,3-dihydro-1H-pyrrolo[3,4-c]pyridine-6-carboxamide ClC=1C=C(C=C(C1)Cl)C1(CC(=NO1)N1CC=2C=NC(=CC2C1)C(=O)N[C@H]1C(N(OC1)CC)=O)C(F)(F)F